1-(tert-butyl)-N-((1-(6-(1-methyl-1H-pyrazol-4-yl)-[1,2,4]triazolo[1,5-a]pyrazin-8-yl)piperidin-4-yl)methyl)-1H-1,2,3-triazole-4-carboxamide C(C)(C)(C)N1N=NC(=C1)C(=O)NCC1CCN(CC1)C=1C=2N(C=C(N1)C=1C=NN(C1)C)N=CN2